C12CN(CC(CC1)N2)C2=CC=1C(=C(N=NC1N[C@H](C)C=1C(=C(C#N)C=CC1)C)C)C=N2 3-((1R)-1-((7-(3,8-diazabicyclo[3.2.1]octane-3-yl)-4-methylpyrido[3,4-d]pyridazin-1-yl)amino)ethyl)-2-methylbenzonitrile